FC1=CC=C(C(=O)NC2=CC=CC3=C(C=CC=C23)OC)C=C1 4-Fluoro-N-(5-methoxynaphthalen-1-yl)benzamide